(E)-3-(4-((2-([1,2,4]triazolo[4,3-a]pyridin-6-ylamino)pyrimidin-4-yl)oxy)-3,5-dimethylphenyl)acrylonitrile N=1N=CN2C1C=CC(=C2)NC2=NC=CC(=N2)OC2=C(C=C(C=C2C)/C=C/C#N)C